3-(3-(4-((3-fluoropyridin-2-yl)oxy)benzyl)isoxazol-5-yl)pyridin-2-amine FC=1C(=NC=CC1)OC1=CC=C(CC2=NOC(=C2)C=2C(=NC=CC2)N)C=C1